CC1=C(C2=CC=CC=C2C(=C1)OC(=O)OCCCCCCCCCCCC)OC(=O)OCCCCCCCCCCCC 2-methyl-1,4-bis(n-dodecyloxycarbonyloxy)naphthalene